N1(N=CC2=NC=CC=C21)CC21CC(C2)(C1)C(=O)O 3-((1H-pyrazolo[4,3-b]pyridin-1-yl)methyl)bicyclo[1.1.1]pentane-1-carboxylic acid